3-(2-aminothiazol-4-yl)phenol NC=1SC=C(N1)C=1C=C(C=CC1)O